ClC1=NC=CC=C1C=1C=C2C=3C=CC=CC3C(C2=CC1)(C)C 6-(2-chloropyridin-3-yl)-9,9-dimethyl-9H-fluoren